[6-[(4-cyclopropylthiazol-2-yl)methyl]-2,6-diazaspiro[3.3]heptan-2-yl]-[6-[3-(trifluoromethyl)-1,2,4-triazol-1-yl]-2-azaspiro[3.3]heptan-2-yl]methanone C1(CC1)C=1N=C(SC1)CN1CC2(CN(C2)C(=O)N2CC3(C2)CC(C3)N3N=C(N=C3)C(F)(F)F)C1